ClC1=CC=C(C=C1)C=1OC2=C(N1)C(=CC(=C2)C2=CC=C(C=C2)C2=CC=CC1=CC=CC=C21)C2=CC=C(C=C2)C=2C=NC=CN2 2-(4-chlorophenyl)-6-(4-naphthalen-1-yl-phenyl)-4-(4-pyrazin-3-yl-phenyl)-benzoxazole